(S)-4-bromo-2-phenyl-5-(trifluoromethyl)-2,3-dihydrobenzofuran-2-carboxylic acid BrC1=C(C=CC2=C1C[C@@](O2)(C(=O)O)C2=CC=CC=C2)C(F)(F)F